3-[5-(2-chloro-4-methylsulfonyl-phenyl)pyrimidin-2-yl]Azetidine-1-carboxylic acid tert-butyl ester C(C)(C)(C)OC(=O)N1CC(C1)C1=NC=C(C=N1)C1=C(C=C(C=C1)S(=O)(=O)C)Cl